(5-(3-(2-(cyclopropanecarboxamido)benzo[d]thiazol-7-yl)-5-hydroxyphenyl)furan-2-yl)phosphonic acid C1(CC1)C(=O)NC=1SC2=C(N1)C=CC=C2C=2C=C(C=C(C2)O)C2=CC=C(O2)P(O)(O)=O